CC(C(=O)SC1=C(C=CC=C1)NC(=O)C1(CCCCC1)CC(CC)CC)C S-[2-[1-(2-ethylbutyl) cyclohexylcarbonylamino]-phenyl] 2-methylthiopropionate